chloro-2-(2-methoxyphenyl)quinoline ClC=1C(=NC2=CC=CC=C2C1)C1=C(C=CC=C1)OC